C(C)OC(=O)C1C=CCCC1(C)C ethyl-6,6-dimethylcyclohex-2-ene-1-carboxylate